ClC=1C(=NC(=NC1)NC1CCOCC1)C1=CC=C2CN(C(C2=C1)=O)[C@@H](C(=O)N[C@H](C)C1=CC(=CC=C1)OCC)CO (2R)-2-(6-{5-chloro-2-[(oxacyclohex-4-yl)amino]pyrimidin-4-yl}-1-oxo-2,3-dihydro-1H-isoindol-2-yl)-N-[(1R)-1-(3-ethoxyphenyl)ethyl]-3-hydroxypropionamide